[N].[As].[Si].[Ge]=[Te] germanium telluride silicon arsenic nitrogen